rac-(1R,2S,4S)-7-oxabicyclo[2.2.1]heptan-2-amine hydrochloride Cl.[C@H]12[C@H](C[C@H](CC1)O2)N |r|